1-bromo-4-chloro-benzene-2,3,5,6-d4 BrC1=C(C(=C(C(=C1[2H])[2H])Cl)[2H])[2H]